tert-butyl N-[1-[7-[(8-cyano-2-methyl-imidazo[1,2-a]pyridin-6-yl)carbamoyl]-2-methyl-indazol-4-yl]-4-piperidyl]-N-ethyl-carbamate C(#N)C=1C=2N(C=C(C1)NC(=O)C1=CC=C(C3=CN(N=C13)C)N1CCC(CC1)N(C(OC(C)(C)C)=O)CC)C=C(N2)C